C1=CC=CC=2OC=3C=C4C(=CC3NC12)C=CC=C4 12H-Benzo[b]phenoxazine